1-(6-chloropyridin-2-yl)-2-methyl-6-[1-(2,2,3,3,3-pentafluoropropyl)-1H-pyrazol-4-yl]-7-(trifluoromethyl)-1H,5H-imidazo[1,2-a]pyrimidin-5-one ClC1=CC=CC(=N1)N1C(=CN2C1=NC(=C(C2=O)C=2C=NN(C2)CC(C(F)(F)F)(F)F)C(F)(F)F)C